4-((1R,5S)-5-((R)-1-((5-((3,5-difluoro-pyridin-2-yl)-oxy)pyridin-2-yl)amino)-1-oxopropan-2-yl)-2,2-di-fluorocyclohexyl)pyridine 1-oxide FC=1C(=NC=C(C1)F)OC=1C=CC(=NC1)NC([C@H](C)[C@H]1CCC([C@H](C1)C1=CC=[N+](C=C1)[O-])(F)F)=O